3-(5-amino-8-(4-(methoxymethyl)-2-methyl-oxazol-5-yl)-2-(pyridin-2-ylmethyl)-[1,2,4]triazolo[1,5-c]pyrimidin-7-yl)benzonitrile NC1=NC(=C(C=2N1N=C(N2)CC2=NC=CC=C2)C2=C(N=C(O2)C)COC)C=2C=C(C#N)C=CC2